3-(3-chlorophenyl)-2-(phosphonomethyl)propanoic acid ClC=1C=C(C=CC1)CC(C(=O)O)CP(=O)(O)O